N-(3-(4-(((1S,4S)-4-(dimethylamino)cyclohexyl)amino)-1-(2,2,2-trifluoro-ethyl)-1H-indol-2-yl)prop-2-yn-1-yl)-N-(2-hydroxy-4-(methylsulfonyl)phenyl)isobutyramide CN(C1CCC(CC1)NC1=C2C=C(N(C2=CC=C1)CC(F)(F)F)C#CCN(C(C(C)C)=O)C1=C(C=C(C=C1)S(=O)(=O)C)O)C